2-amino-4-(2,4-difluorophenyl)thiazole NC=1SC=C(N1)C1=C(C=C(C=C1)F)F